P(=S)([S-])([S-])[O-].[K+].[K+].[K+] potassium trithiophosphate